ClC(C1=NC=CC=C1F)C1=CC=C(C=C1)F 2-(chloro(4-fluorophenyl)methyl)-3-fluoropyridine